C(C1=CC=CC=C1)OC(NCCCCC(C(C(=O)N)O)N)=O (5,7-diamino-6-hydroxy-7-oxoheptyl)carbamic acid benzyl ester